bis(cyclopentadienyl)(3-t-butylfluorenyl)zirconium dichloride [Cl-].[Cl-].C1(C=CC=C1)[Zr+2](C1=CC(=CC=2C3=CC=CC=C3CC12)C(C)(C)C)C1C=CC=C1